2-oxa-6-azaspiro[3.5]nonane-6-sulfonamide C1OCC12CN(CCC2)S(=O)(=O)N